CC[C@@H](C(=O)N)N1CCCC1=O (S)-(-)-alpha-ethyl-2-oxo-1-pyrrolidineacetamide